2-((2R,4S)-2-(((S)-1-((4-carbamimidoylbenzyl)amino)-1-oxopropan-2-yl)carbamoyl)-4-phenylpiperidin-1-yl)acetic acid C(N)(=N)C1=CC=C(CNC([C@H](C)NC(=O)[C@@H]2N(CC[C@@H](C2)C2=CC=CC=C2)CC(=O)O)=O)C=C1